(6-diphenylphosphanyl-10H-phenoxazin-4-yl)-diphenylphosphane C1(=CC=CC=C1)P(C1=C2OC=3C(=CC=CC3NC2=CC=C1)P(C1=CC=CC=C1)C1=CC=CC=C1)C1=CC=CC=C1